Cl.ClCC(CC1=C(C=C(C=C1)C)C1CC1)N 1-chloro-3-(2-cyclopropyl-4-methylphenyl)propan-2-amine hydrochloride